methyl (E)-3-(4-chlorophenyl)-N-(naphthalen-2-ylsulfonyl)-4-phenyl-5,6-dihydropyridazine-1(4H)-carbimidothioate ClC1=CC=C(C=C1)C1=NN(CCC1C1=CC=CC=C1)\C(=N/S(=O)(=O)C1=CC2=CC=CC=C2C=C1)\SC